BrC1=CC(=C(C=C1)C1=CC(=NN1)O)CCO 5-(4-bromo-2-(2-hydroxyethyl)phenyl)-1H-pyrazol-3-ol